C(C)C1N(CCC1)COCC ethyl-N-ethoxymethylpyrrolidine